NC1=CC(=C(OC2=CC=CC(=C2)OC2=C(C=C(C=C2)N)C(F)(F)F)C=C1)C(F)(F)F 1,5-bis(4-amino-2-trifluoromethylphenoxy)benzene